(1-(5-Bromo-4-cyano-7H-pyrrolo[2,3-d]pyrimidin-2-yl)-4-(2-fluorophenyl)piperidin-4-yl)carbamic acid tertButyl ester C(C)(C)(C)OC(NC1(CCN(CC1)C=1N=C(C2=C(N1)NC=C2Br)C#N)C2=C(C=CC=C2)F)=O